CC1=C(C(NC(=C1)C)=O)CN1C(C2=C(C3=C(C=C2CC1)CC(O3)(C)C3CCC(CC3)N(C)C)C)=O 7-((4,6-Dimethyl-2-oxo-1,2-dihydropyridin-3-yl)methyl)-2-(4-(dimethylamino)cyclohexyl)-2,9-dimethyl-2,3,6,7-tetrahydrofurano[3,2-g]isoquinolin-8(5H)-one